methyl (2S)-3-methyl-2-(2-methylpropanoylamino)butanoate CC([C@@H](C(=O)OC)NC(C(C)C)=O)C